C(CCCCCCC)NCC(C)C Octylamino-2-methylpropan